(4-bromo-2-nitrophenyl)tetrahydro-2H-pyran-4-amine BrC1=CC(=C(C=C1)C1OCCC(C1)N)[N+](=O)[O-]